(S)-2-(4-(2-((4-cyano-2-fluorobenzyl)oxy)pyrimidin-4-yl)-2,5-difluorobenzyl)-1-(oxetan-2-ylmethyl)-1H-benzo[d]Imidazole-6-carboxylic acid C(#N)C1=CC(=C(COC2=NC=CC(=N2)C2=CC(=C(CC3=NC4=C(N3C[C@H]3OCC3)C=C(C=C4)C(=O)O)C=C2F)F)C=C1)F